C1(CC1)CN1C(=CC2=CC=CC(=C12)OCC1C(NCC1)=O)C=O 1-(cyclopropylmethyl)-7-((2-oxopyrrolidin-3-yl)methoxy)-1H-indole-2-carbaldehyde